C1=CC(=CC=C1NN=C(C#N)C#N)OC(F)(F)F N-(4-(trifluoromethoxy)phenyl)carbonohydrazonoyl dicyanide